ethyl 2-((4-fluorophenyl) amino)-2-carbonylacetate FC1=CC=C(C=C1)NC(C(=O)OCC)=C=O